C(C)(=O)OCCCCCCCCCCCC\C=C\CCCC (E)-13-Octadecenyl acetate